FC(C=1C(=C(C=CC1)N1CCN(CC1)C(CN1N=C(C2=C1C[C@@H]1[C@H]2C1)C(=O)OCC)=O)C)F (3bR,4aR)-ethyl 1-(2-(4-(3-(difluoromethyl)-2-methylphenyl)piperazin-1-yl)-2-oxoethyl)-3b,4,4a,5-tetrahydro-1H-cyclopropa[3,4]cyclopenta[1,2-c]pyrazole-3-carboxylate